C1(=CC=CC=C1)C(=O)N1CCC2(C(N3[C@H](O2)[C@H](C[C@H]3C3=CC=CC=C3)F)=O)CC1 (5'S,7'S,7a'R)-1-(benzenecarbonyl)-7'-fluoro-5'-phenyl-tetrahydro-3'H-spiro-[piperidine-4,2'-pyrrolo[2,1-b][1,3]-oxazol]-3'-one